S(C)(=O)(=O)O.C(CCC)N1C(=NC=2C1=NC(=CC2)C=2NC(=NC2C2=C(C=C(C=C2)F)F)C(C)(C)C)N 3-butyl-5-[2-tert-butyl-5-(2,4-difluorophenyl)-3H-imidazol-4-yl]-3H-imidazo[4,5-b]pyridin-2-ylamine mesylate